FC1=C(C(=C(C(=C1F)F)F)C(F)(F)F)S(=O)(=O)NC1CN(C1)C=1C2=C(N=CN1)CN(CC2)C2=CC=CC1=CC=CC=C21 2,3,4,5-tetrafluoro-N-(1-(7-(naphthalen-1-yl)-5,6,7,8-tetrahydropyrido[3,4-d]pyrimidin-4-yl)azetidin-3-yl)-6-(trifluoromethyl)benzenesulfonamide